CN(C(=O)C1=CC(=C(C=C1)B(O)O)F)C 4-(DIMETHYLCARBAMOYL)-2-FLUOROPHENYLBORONIC ACID